[Gd].[Ca] calcium-gadolinium